2-(4-(6-((1-(2,2-difluoroethyl)-1H-indazol-6-yl)methoxy)pyridin-2-yl)-2-fluoro-5-methylbenzyl)-1-((oxetan-2-yl)methyl)-3-oxo-2,3-dihydro-1H-indazole-6-carboxylic acid FC(CN1N=CC2=CC=C(C=C12)COC1=CC=CC(=N1)C1=CC(=C(CN2N(C3=CC(=CC=C3C2=O)C(=O)O)CC2OCC2)C=C1C)F)F